4-bromo-N-(6-bromo-pyridazin-3-yl)-3-fluoro-benzamide BrC1=C(C=C(C(=O)NC=2N=NC(=CC2)Br)C=C1)F